cyclopropyl 4-amino-7-iodo-1-(2-methylphenyl)-2-oxo-1,2-dihydroquinolin-3-carboxylate NC1=C(C(N(C2=CC(=CC=C12)I)C1=C(C=CC=C1)C)=O)C(=O)OC1CC1